[N+](=O)([O-])C1=CC=C([NH3+])C=C1 4-nitroanilinium